7-methoxy-N-methyl-6-[3-(pyrrolidin-1-yl)propoxy]-1,2,3,4-tetrahydroacridin COC1=C(C=C2N(C3CCCCC3=CC2=C1)C)OCCCN1CCCC1